4,4'-bis(o-propenylphenoxy)benzophenone C(=CC)C1=C(OC2=CC=C(C(=O)C3=CC=C(C=C3)OC3=C(C=CC=C3)C=CC)C=C2)C=CC=C1